ClC1=C(N(C(C2=C(C=CC=C12)C1=CC2=C(OCCN2)C(=C1)F)=O)C1=CC=CC=C1)[C@H](C)NC=1C2=C(N=CN1)NC=CC2=O (S)-4-((1-(4-chloro-8-(8-fluoro-3,4-dihydro-2H-benzo[b][1,4]oxazin-6-yl)-1-oxo-2-phenyl-1,2-dihydroisoquinolin-3-yl)ethyl)amino)pyrido[2,3-d]pyrimidin-5(8H)-one